NC=1N=CC(=C2C1N(N=C2)C)NC(C(=O)N2C(CCC(C2)C)C=2C=CC1=C(N=CS1)C2)=O N-(7-amino-1-methyl-1H-pyrazolo[3,4-c]pyridin-4-yl)-2-(2-(benzo[d]thiazol-5-yl)-5-methylpiperidin-1-yl)-2-oxo-acetamide